2-(6-methoxy-1-oxoisoindolin-2-yl)-3-methylbutanoic acid COC1=CC=C2CN(C(C2=C1)=O)C(C(=O)O)C(C)C